Thien-2-ylmethyl carbamate C(N)(OCC=1SC=CC1)=O